(2-(4-(3-cyano-6-(1-methyl-1H-pyrazol-4-yl)pyrazolo[1,5-a]pyridin-4-yl)-3-fluorophenyl)-2-azaspiro[3.3]heptan-6-yl)acrylamide C(#N)C=1C=NN2C1C(=CC(=C2)C=2C=NN(C2)C)C2=C(C=C(C=C2)N2CC1(C2)CC(C1)C(C(=O)N)=C)F